tert-butyl (1,6-naphthyridin-2-yl)carbamate N1=C(C=CC2=CN=CC=C12)NC(OC(C)(C)C)=O